CON(C(C1=C(C=C(C=C1)C(F)(F)F)OC)=O)C N,2-Dimethoxy-N-methyl-4-(trifluoromethyl)benzamide